[6-(5-cyclopropyl-4H-1,2,4-triazol-3-yl)-2-azaspiro[3.3]heptan-2-yl]-[3-[4-[1-(trifluoromethyl)cyclopropyl]phenyl]azetidin-1-yl]methanone C1(CC1)C=1NC(=NN1)C1CC2(CN(C2)C(=O)N2CC(C2)C2=CC=C(C=C2)C2(CC2)C(F)(F)F)C1